6-(Cyclopropanecarboxamido)-4-((4-methoxy-3-(methoxymethyl)pyrazolo[1,5-a]pyridin-5-yl)amino)nicotinic acid C1(CC1)C(=O)NC1=NC=C(C(=O)O)C(=C1)NC1=C(C=2N(C=C1)N=CC2COC)OC